CN1N=CC2=C1N=C1N(C2=O)CCCC1 1-methyl-6,7,8,9-tetrahydropyrazolo[3,4-d]pyrido[1,2-a]pyrimidin-4(1H)-one